2,5-dimethyl-2,5-di(t-pentylperoxy)hexyne CC(C)(C#CC(C)(OOC(C)(C)CC)C)OOC(C)(C)CC